2,5-dichloro-4-(1-((1-chlorocyclopropyl)methyl)-1H-pyrazol-4-yl)pyrimidine copper-vanadium molybdenum [Mo].[V].[Cu].ClC1=NC=C(C(=N1)C=1C=NN(C1)CC1(CC1)Cl)Cl